C12CN(CC(CC1)N2)C=2C1=C(N=C(N2)OCC2(CC2)CN(C)C)CC(OC1)C1=CC(=CC2=CC=CC(=C12)Br)O 4-(4-(3,8-diazabicyclo[3.2.1]octan-3-yl)-2-((1-((dimethylamino)methyl)cyclopropyl)methoxy)-7,8-dihydro-5H-pyrano[4,3-d]pyrimidin-7-yl)-5-bromonaphthalen-2-ol